2,3-dihydro-benzofuran-5-carboxylic acid [2-(3-methoxy-piperidin-1-yl)-benzooxazol-5-yl]-amide COC1CN(CCC1)C=1OC2=C(N1)C=C(C=C2)NC(=O)C=2C=CC1=C(CCO1)C2